3-amino-N-[(3R,4S)-3-fluoro-1-methylpiperidin-4-yl]-6-[8-(prop-2-enamido)naphthalen-2-yl]pyridine-2-carboxamide NC=1C(=NC(=CC1)C1=CC2=C(C=CC=C2C=C1)NC(C=C)=O)C(=O)N[C@@H]1[C@@H](CN(CC1)C)F